CC(CCCCC)[O-] 2-Heptanolat